(1-(4-fluoro-2,6-diisopropylphenyl)-1H-pyrazol-4-yl)(2-(2-hydroxypropan-2-yl)thiazol-5-yl)(imino)-λ6-sulfanone FC1=CC(=C(C(=C1)C(C)C)N1N=CC(=C1)S(=O)(=N)C1=CN=C(S1)C(C)(C)O)C(C)C